ClC1=C(NC2NCCN2)C(=CC=C1)Cl 2,6-dichloro-N-2-imidazolidinylaniline